FC=1C=C2C(=NC=NC2=CC1)N1CC(CCC1)CNS(=O)(=O)N1CCOCC1 N-((1-(6-FLUOROQUINAZOLIN-4-YL)PIPERIDIN-3-YL)METHYL)MORPHOLINE-4-SULFONAMIDE